The molecule is a trisaccharide that is lactose in which the hydroxy group at the 4' position has been converted into the corresponding beta-L-fucopyranoseide. It derives from a lactose. C[C@H]1[C@H]([C@H]([C@@H]([C@H](O1)O[C@H]2[C@H](O[C@H]([C@@H]([C@H]2O)O)O[C@@H]3[C@H](OC([C@@H]([C@H]3O)O)O)CO)CO)O)O)O